3-ethyl-3,4-dihydro-2(1H)-quinoxalinone C(C)C1C(NC2=CC=CC=C2N1)=O